thiophene-3,4-dicarboxylic acid 3-ethyl 4-methyl ester COC(=O)C=1C(=CSC1)C(=O)OCC